ClC1=C(N=C(N=N1)N[C@H]1[C@@H](CCCC1)NC(OC(C)(C)C)=O)C tert-butyl {(1R,2R)-2-[(6-chloro-5-methyl-1,2,4-triazin-3-yl)amino]cyclohexyl}carbamate